N1N=NN=C1N1[C@H]2[C@H](C[C@H]([C@@H]1CC2)C(F)(F)F)NC(=O)C2(CC2)C2=CC=C(C=C2)Cl N-[(1R,2S,4R,5S)-8-(1H-1,2,3,4-tetrazol-5-yl)-4-(trifluoromethyl)-8-azabicyclo[3.2.1]octan-2-yl]-1-(4-chlorophenyl)cyclopropane-1-carboxamide